NC=1C2=C(N=CN1)N(C(=C2C(=O)NC2=CC=C(C=C2)COC)C#CC2=CN=CN2C)C2(CC2)C 4-amino-N-(4-(methoxymethyl)phenyl)-6-((1-methyl-1H-imidazol-5-yl)ethynyl)-7-(1-methylcyclopropyl)-7H-pyrrolo[2,3-d]pyrimidine-5-carboxamide